FC1=C(C=CC(=C1COC=1C=C2C(=NC1)NN=C2C(C)C)F)NS(=O)(=O)C=2C(=NC=C(C2)F)C N-[2,4-difluoro-3-[([3-isopropyl-1H-pyrazolo[3,4-b]pyridin-5-yl]oxy)methyl]phenyl]-5-fluoro-2-methylpyridine-3-sulfonamide